C(N)(=O)[C@@H]1CC2(CN1C(=O)OC(C)(C)C)OCC1=C(NC2=O)C=CC=C1 t-butyl (5'S)-5'-carbamoyl-2-oxo-1,5-dihydro-2H-spiro[benzo[e][1,4]oxazepine-3,3'-pyrrolidine]-1'-carboxylate